2-(2-bromo-5-pyridinyl)-6-methoxy-N-(4-methylphenyl)-5-(trifluoromethyl)-4-pyrimidinamine BrC1=NC=C(C=C1)C1=NC(=C(C(=N1)NC1=CC=C(C=C1)C)C(F)(F)F)OC